NC1=NC(=CC(=N1)N1CCC2(C[C@H](NC2)C(=O)OCC)CC1)O[C@@H](C(F)(F)F)C1=C(C=C(C=C1)Cl)C1=CC(=CC=C1)OCCOC (S)-ethyl 8-(2-amino-6-((R)-1-(5-chloro-3'-(2-methoxyethoxy)-[1,1'-biphenyl]-2-yl)-2,2,2-trifluoroethoxy)pyrimidin-4-yl)-2,8-diazaspiro[4.5]decane-3-carboxylate